3-(3-diazo-2-oxopropyl)-2-(4-methoxybenzyl)isoindolin-1-one [N+](=[N-])=CC(CC1N(C(C2=CC=CC=C12)=O)CC1=CC=C(C=C1)OC)=O